trifluoromethyl-3,5-difluorophenyl-boronic acid pinacol ester FC(F)(F)CC1(OB(OC1(C)C)C1=CC(=CC(=C1)F)F)C